NC=1C2=C(N=CN1)N(C(=C2C2=CC(=C(C(=O)NC1CCC1)C=C2)OC)C2=CC=C(C=C2)NC(C(=C)C)=O)C 4-(4-amino-6-(4-methacrylamidophenyl)-7-methyl-7H-pyrrolo[2,3-d]pyrimidin-5-yl)-N-cyclobutyl-2-methoxybenzamide